tert-butyl 4-(2-(2,6-dioxopiperidin-3-yl)-1,3-dioxoisoindolin-5-yl)-1-oxa-4,9-diazaspiro[5.5]undecane-9-carboxylate O=C1NC(CCC1N1C(C2=CC=C(C=C2C1=O)N1CCOC2(C1)CCN(CC2)C(=O)OC(C)(C)C)=O)=O